(2-(trimethylsilyl)ethoxy)methyl-4,5-dihydro-1H-pyrazolo[4,3-c]quinolin-6-amine C[Si](CCOCN1N=CC=2CNC3=C(C=CC=C3C21)N)(C)C